6-(benzyloxy)-9-(trifluoromethyl)-[1,2,4]triazolo[5,1-a]isoquinoline-5-carboxylate C(C1=CC=CC=C1)OC1=C(N2C(C3=CC(=CC=C13)C(F)(F)F)=NC=N2)C(=O)[O-]